imino-tri(dimethylamino)phosphoric acid N=CN(C)OP(ON(C)C)(ON(C)C)=O